OC1CNCCC1O 3,4-dihydroxypiperidin